O[C@@H]1[C@H](O[C@H]([C@@H]1O)N1C2=NC(=NC(=C2N=C1)NCC1=CC(=CC=C1)C)C=1C=NC=CC1)C(=O)NC (2S,3S,4R,5R)-3,4-Dihydroxy-N-methyl-5-(6-((3-methylbenzyl)amino)-2-(pyridin-3-yl)-9H-purin-9-yl)tetrahydrofuran-2-carboxamide